[Br-].O=C1N(C(C2=CC=CC=C12)=O)C(C[Zn+])=O (2-(1,3-Dioxoisoindolin-2-yl)-2-oxoethyl)zinc(II) bromide